C1(=CC=CC=C1)C1=CC=C(C=C1)CCN1C=CC=2C=NC=CC21 N-[2-(4-phenylphenyl)ethyl]-1H-pyrrolo[3,2-c]pyridine